CN1C(CCCC1)=O methyl-2-oxo-piperidine